Tricyclo[5.2.2.02,6]undecan C12C3CCCC3C(CC1)CC2